(2S)-2-[4-[(E)-3-[4-(Methylamino)-3-nitrophenyl]prop-2-enoyl]phenoxy]propanoic acid CNC1=C(C=C(C=C1)/C=C/C(=O)C1=CC=C(O[C@H](C(=O)O)C)C=C1)[N+](=O)[O-]